ClC1=NC(=NC(=N1)Cl)OC(C(F)(F)F)C(F)(F)F 2,4-dichloro-6-[(1,1,1,3,3,3-hexafluoropropan-2-yl)oxy]1,3,5-triazine